Cl.C(C)C1=C(NC2=CC=C(C=C12)C(=O)N1CC2CNCC2C1)C1=CC(=NC=C1)C (3-ethyl-2-(2-methylpyridin-4-yl)-1H-indol-5-yl)(hexahydropyrrolo[3,4-c]pyrrol-2(1H)-yl)methanone hydrochloride